ClC1=CC=C2C(=CNC2=C1)S(=O)(=O)NC1=C(C=C(C(=C1)F)Cl)OC 6-chloro-N-(4-chloro-5-fluoro-2-methoxyphenyl)-1H-indole-3-sulfonamide